BrC1=CC=CC(=N1)OCC=1C(=CC(=NC1)N1N=NC2=C1C=CC=C2)Cl 1-(5-(((6-bromopyridin-2-yl)oxy)methyl)-4-chloropyridin-2-yl)-1H-benzo[d][1,2,3]triazole